C(C)(C)(C)NC(C)O tertbutylaminoethanol